C(C)(C)(C)OC(=O)N1[C@@H]2[C@H](NC[C@H]1CC2)CC=C (1S,2R,5R)-2-allyl-3,8-diazabicyclo[3.2.1]octane-8-carboxylic acid tert-butyl ester